C(C)(C)(C)OC(=O)N1CC(C1)C1=NN(C2=NC=CC(=C21)C#C[Si](C(C)C)(C(C)C)C(C)C)C2=CC=C(C=C2)OC(F)(F)F.FC2S(=O)(=O)C(C(C2(C(F)(F)F)F)(F)F)(F)F 2,3,4,4,5,5-hexafluoro-3-(trifluoromethyl)sulfolane tert-butyl-3-(1-(4-(trifluoromethoxy)phenyl)-4-((triisopropylsilyl)ethynyl)-1H-pyrazolo[3,4-b]pyridin-3-yl)azetidine-1-carboxylate